FC1=C(C=N[S@](=O)C(C)(C)C)C=C(C=C1)COC (R)-N-(2-fluoro-5-(methoxymethyl)benzylidene)-2-methylpropane-2-sulfinamide